C1(CC1)C1=NC=NC(=C1C1=CC2=C(C=N1)C=NN2CC2=CC=C(C=C2)N2N=C(C=C2C)C(F)(F)F)OC 6-(4-Cyclopropyl-6-methoxypyrimidin-5-yl)-1-(4-(5-methyl-3-(trifluoromethyl)-1H-pyrazol-1-yl)benzyl)-1H-pyrazolo[4,3-c]pyridine